The molecule is a glycophytoceramide having an alpha-D-galactopyranosyl residue at the O-1 position and a 6-(4-fluorophenyl)hexanoyl group attached to the nitrogen. It derives from an alpha-D-galactose. CCCCCCCCCCCCCC[C@H]([C@H]([C@H](CO[C@@H]1[C@@H]([C@H]([C@H]([C@H](O1)CO)O)O)O)NC(=O)CCCCCC2=CC=C(C=C2)F)O)O